[Cl-].[Cl-].C[Hf](C1C=CC2=C(C=CC(=C12)C)C)(C1C=CC=C1)C dimethylcyclopentadienyl-(4,7-dimethylindenyl)hafnium dichloride